1-[4-(4-{[3-(4-{[1-(2,3-dihydroxypropyl)piperidin-4-yl]amino}-1-(2,2,2-trifluoroethyl)-1H-indol-2-yl)prop-2-yn-1-yl]amino}-3-methoxybenzenesulfonyl)piperazin-1-yl]ethan-1-one OC(CN1CCC(CC1)NC1=C2C=C(N(C2=CC=C1)CC(F)(F)F)C#CCNC1=C(C=C(C=C1)S(=O)(=O)N1CCN(CC1)C(C)=O)OC)CO